dimethyl-p-vinylbenzylphosphonate CC(C1=CC=C(C=C1)C=C)(P([O-])([O-])=O)C